5-(1-ethoxyvinyl)-3-fluorothiophene-2-carboxamide C(C)OC(=C)C1=CC(=C(S1)C(=O)N)F